C(C)NC(CCNC(=O)C1=CC(=CN1C)C1=C(C(=O)N)C=CC(=N1)C=CC1=CC=C(C=C1)OC)=N (5-((3-(ethylamino)-3-iminopropyl)carbamoyl)-1-methyl-1H-pyrrol-3-yl)-6-(4-methoxystyryl)nicotinamide